CC1=CC=CC1.CC1=CC=CC1.CC1=CC=CC1.[Y] yttrium tri(methylcyclopentadiene)